CN1N=CC2=NC=C(C=C21)C=2C(NC=C1C2N=CN=C1)=O 8-(1-methyl-1H-pyrazolo[4,3-b]pyridin-6-yl)pyrido[4,3-d]pyrimidin-7(6H)-one